C(C)(C)OC1=CC=C(C=C1)NC(=O)N1CCN(CC1)C1=NC=NC2=CC(=C(C=C12)OC)OCCCN1CCCCC1 N-(4-Isopropoxyphenyl)-4-[6-methoxy-7-[3-(1-piperidinyl)propoxy]quinazolin-4-yl]piperazine-1-carboxamide